C(C)(C)(C)OC(=O)N1C(CCC1)C=1N(C2=CC(=CC=C2C(C1)=O)C1=NC(=NC=C1F)N[C@H]1[C@@H](COCC1)O)C(C)C 2-(7-(5-fluoro-2-(((3s,4r)-3-hydroxytetrahydro-2H-pyran-4-yl)amino)pyrimidin-4-yl)-1-isopropyl-4-oxo-1,4-dihydroquinolin-2-yl)pyrrolidine-1-carboxylic acid tert-butyl ester